[I-].C(C)N1C(C(C2=CC=CC=C12)(C)C)C N-ethyl-2,3,3-trimethylindole iodide